CC1OCC(NC1)=O 6-methylmorpholine-3-one